C(C)(C)(C)OC(=O)N(C=1SC(=C(N1)C(=O)OCC)N1CCC(CC1)OC1=CC=CC=C1)C ethyl 2-{[(tert-butoxy)carbonyl](methyl)amino}-5-(4-phenoxypiperidin-1-yl)-1,3-thiazole-4-carboxylate